NCCOC1=CC=C(C(=O)N2CCC3=CC(=CC=C23)S(=O)(=O)N2CCN(CC2)C2=NC(=CC(=N2)C#N)C)C=C1 2-(4-((1-(4-(2-aminoethoxy)benzoyl)indolin-5-yl)sulfonyl)piperazin-1-yl)-6-methylpyrimidine-4-carbonitrile